tert-butyl (2-methoxy-2-(methyl-d3)-1-(4-((1-methylcyclopentyl)methoxy-d2)phenyl)propyl-3,3,3-d3)carbamate COC(C(C1=CC=C(C=C1)OC([2H])([2H])C1(CCCC1)C)NC(OC(C)(C)C)=O)(C([2H])([2H])[2H])C([2H])([2H])[2H]